[N-](S(=O)(=O)C(F)(F)F)S(=O)(=O)C(F)(F)F.[Ni+2].[N-](S(=O)(=O)C(F)(F)F)S(=O)(=O)C(F)(F)F nickel bis(trifluoromethanesulfonyl)imide